(5-amino-8-(1-ethyl-1H-pyrazol-5-yl)-2-((3-methoxypyridin-2-yl)methyl)-[1,2,4]triazolo[1,5-c]pyrimidin-7-yl)benzonitrile NC1=NC(=C(C=2N1N=C(N2)CC2=NC=CC=C2OC)C2=CC=NN2CC)C2=C(C#N)C=CC=C2